COC(CC[C@@H](C)[C@H]1CC[C@H]2[C@@H]3[C@H](C[C@@H]4C[C@H](C(C[C@]4(C)[C@H]3CC[C@]12C)(F)F)O)O)=O.BrC=1C(=CC=C2C(=C(C=NC12)C(=O)N[C@H]1CCOC2=C1C=CC=C2)C2CCOCC2)OC 8-Bromo-N-[(4S)-3,4-dihydro-2H-benzopyran-4-yl]-7-methoxy-4-(tetrahydro-2H-pyran-4-yl)quinoline-3-carboxamide Methyl-2,2-difluoro-3β,7β-dihydroxy-5β-cholanoate